C(C1=CC=CC=C1)OC(=O)N1CCC(CC1)N1C[C@@H](CCC1)O |r| rac-3-hydroxy[1,4'-bipiperidine]-1'-carboxylic acid benzyl ester